5-[6-(methoxycarbonyl)pyridin-3-yl]-2,5-diazabicyclo[4.1.0]Heptane-2-carboxylic acid COC(=O)C1=CC=C(C=N1)N1CCN(C2CC12)C(=O)O